C1(=CC=C(C=C1)C(=O)Cl)C(=O)Cl benzene-1,4-dicarbonyl chloride